FC(C(=O)O)(F)F.N1=CC=C(C=C1)C=CC1=NNC2=CC(=CC=C12)\C=C/1\C(NC2=CC=CC=C12)=O (3E)-3-((3-(2-(pyridin-4-yl)vinyl)-1H-indazol-6-yl)methylene)indolin-2-one trifluoroacetate salt